FC(C1=NC(=NC(=N1)C(F)(F)F)N1[C@H](C=2NC3=CC=C(C=C3C2CC1)Cl)CC1COC(OC1)=O)(F)F 5-({(1S)-2-[4,6-bis(trifluoromethyl)-1,3,5-triazin-2-yl]-6-chloro-2,3,4,9-tetrahydro-1H-pyrido[3,4-b]indol-1-yl}methyl)-1,3-dioxan-2-one